(3R)-N-[5-(propan-2-yloxy)-1H-indazol-3-yl]piperidine-3-carboxamide hydrochloride Cl.CC(C)OC=1C=C2C(=NNC2=CC1)NC(=O)[C@H]1CNCCC1